3-(5-chloro-2-(3,6-dihydro-2H-pyran-4-yl)-3-methylphenyl)oxetan-3-ol ClC=1C=C(C(=C(C1)C1(COC1)O)C=1CCOCC1)C